C(C)(C)C1=NC=C(C(=N1)C)C(=O)NC(C(=O)OCC)\C=C\C(C)(C)C ethyl (E)-2-(2-isopropyl-4-methyl-5-pyrimidinylcarbonylamino)-5,5-dimethyl-3-hexenoate